CC(C)(C1CCC(CC1)O)C1CCC(CC1)O 4,4'-(propane-2,2-diyl)bis(cyclohexanol)